mono-(4-vinylphenyl-4'-methylenecarboxyphenyl)iodonium C(=C)C1=CC=C(C=C1)C1C(=C(C=CC1=C)[IH+])C(=O)O